[Cl-].N1C=[NH+]C=C1 1H-imidazol-3-ium chloride